iodine bromine [Br].[I]